BrC=1C(=NN(N1)C=1CCOCC1)C(=O)OC methyl 5-bromo-2-(3,6-dihydro-2H-pyran-4-yl)-2H-1,2,3-triazole-4-carboxylate